ClC1=CC=C(C(=N1)C(=O)O)N[C@H](C)C=1C=C(C=C2C(N(C(=NC12)C1CC(C1)O)C)=O)C 6-chloro-3-(((R)-1-(2-((1s,3S)-3-hydroxycyclobutyl)-3,6-dimethyl-4-oxo-3,4-dihydroquinazolin-8-yl)ethyl)amino)picolinic acid